C(C1=CC=CC=C1)C1(CC(C1)=O)C1=CC=C(C=C1)Br 3-benzyl-3-(4-bromophenyl)cyclobutane-1-one